CN(C(OC(C)(C)C)=O)C[C@H]1CN(CCO1)CC#C Tert-butyl N-methyl-N-[[(2R)-4-prop-2-ynylmorpholin-2-yl]methyl]carbamate